1-Cyclopropyl-2-(4-methylpyrimidin-5-yl)-1H-imidazo[4,5-c]pyridin-6-carbonitril C1(CC1)N1C(=NC=2C=NC(=CC21)C#N)C=2C(=NC=NC2)C